N-(2-(1-((5-(2,4-dioxotetrahydropyrimidin-1(2H)-yl)pyrazin-2-yl)methyl)piperidin-4-yl)-6-methoxy-2H-indazol-5-yl)-3-(trifluoromethyl)benzamide O=C1N(CCC(N1)=O)C=1N=CC(=NC1)CN1CCC(CC1)N1N=C2C=C(C(=CC2=C1)NC(C1=CC(=CC=C1)C(F)(F)F)=O)OC